Methyl 3-amino-5-(3,6-dihydro-2H-pyran-4-yl)benzoate NC=1C=C(C(=O)OC)C=C(C1)C=1CCOCC1